2-hexyldecyl 6-aminohexanoate NCCCCCC(=O)OCC(CCCCCCCC)CCCCCC